FC1(CC(C1)CN1[C@H](CCCC1)COC=1C=C2CN(C(C2=CC1)=O)C1C(NC(CC1)=O)=O)F 3-(5-(((R)-1-((3,3-difluorocyclobutyl)methyl)piperidin-2-yl)methoxy)-1-oxoisoindolin-2-yl)piperidine-2,6-dione